(R)-3-(4-amino-6-(methyl(2,2,2-trifluoroethyl)amino)pyrido[3,4-d]pyrimidin-8-yl)-2,4-dimethylphenol NC=1C2=C(N=CN1)C(=NC(=C2)N(CC(F)(F)F)C)C=2C(=C(C=CC2C)O)C